triethyl-chlorosilane C(C)[Si](Cl)(CC)CC